9,10-epoxy-9,10-dihydroanthracene C1=CC=CC=2C3C4=CC=CC=C4C(C12)O3